4-hydroxy-2-methyl-5-(3-methylthiophen-2-yl)pyridine-3-carboxamide OC1=C(C(=NC=C1C=1SC=CC1C)C)C(=O)N